O=C1NC(CCC1C1=NN(C2=C(C=CC=C12)N1[C@@H](CN(CC1)C(=O)OC(C)(C)C)C(F)(F)F)C)=O tert-butyl (3S)-4-(3-(2,6-dioxopiperidin-3-yl)-1-methyl-1H-indazol-7-yl)-3-(trifluoromethyl)piperazine-1-carboxylate